N1(CCNCCCC1)C1CCCCCCC1 1,4-Diazabicyclooctane